C[C@@H]1N(CCOC1)C(=O)OC1=CC=C(C=C1)[N+](=O)[O-] (4-nitrophenyl) (S)-3-methylmorpholine-4-carboxylate